OC=1C(=CC2=C(OCO2)C1)C=O 6-hydroxy-1,3-benzodioxole-5-carbaldehyde